1-(5-(4-(difluoromethoxy)phenyl)-1H-indol-3-yl)-3-(4-(trifluoromethyl)phenyl)urea FC(OC1=CC=C(C=C1)C=1C=C2C(=CNC2=CC1)NC(=O)NC1=CC=C(C=C1)C(F)(F)F)F